4-Chloro-5-hydroxy-1-phenethyl-5-phenyl-1,5-dihydro-pyrrol-2-one ClC1=CC(N(C1(C1=CC=CC=C1)O)CCC1=CC=CC=C1)=O